NC1=C2N=CN(C2=NC(=N1)F)[C@H]1C[C@@H]2OC(CCCCCCCCCCCCC(OC[C@]2(O1)C#C)=O)=O (2R,3aS,20aR)-2-(6-amino-2-fluoro-9H-purin-9-yl)-20a-ethynylhexadecahydro-2H-furo[3,2-b][1,5]dioxacyclononadecine-5,18-dione